FC(CC1=CC2=C(N=CN=C2N[C@H]2C[C@H](CCC2)NC(OCC2=CC=CC=C2)=O)S1)(F)F benzyl [(1S,3R)-3-{[6-(2,2,2-trifluoroethyl)thieno[2,3-d]pyrimidin-4-yl]amino}cyclohexyl]carbamate